(E)-1,2-bis(5-methyl-1,3,4-thiadiazol-2-yl)diazene CC1=NN=C(S1)\N=N\C=1SC(=NN1)C